COCCN1CC=2N(CC1)N=C(C2)[N+](=O)[O-] 5-(2-Methoxyethyl)-2-nitro-4,5,6,7-tetrahydropyrazolo[1,5-a]pyrazine